NC1=C(C=C(C=N1)NC(C(=O)N1[C@H](CC[C@@H](C1)C)C1=CC=CC=C1)=O)C N-(6-amino-5-methyl-3-pyridyl)-2-[(2R,5S)-5-methyl-2-phenyl-1-piperidyl]-2-oxo-acetamide